ClC=1C=C2CCN(CC2=C(C1)[C@H]1N(CCOC1)C(=O)[O-])C(=O)C1CCOCC1 (R)-3-[6-Chloro-2-(tetrahydropyran-4-carbonyl)-1,2,3,4-tetrahydroisoquinolin-8-yl]morpholine-4-carboxylate